1-[4-(4-Hydroxypiperidin-1-yl)phenyl]-3-(4-methoxy-3-phenylmethoxyphenyl)prop-2-en-1-one OC1CCN(CC1)C1=CC=C(C=C1)C(C=CC1=CC(=C(C=C1)OC)OCC1=CC=CC=C1)=O